2-methyl-N-(1H-pyrazol-3-yl)-5-((2-(trifluoromethyl)pyridin-3-yl)methoxy)benzofuran CC=1OC2=C(C1)C=C(C=C2)OCC=2C(N(C=CC2)C2=NNC=C2)C(F)(F)F